C(N)(O[C@@](CO)(CC(=C)C)C)=O (R)-(1-hydroxy-2,4-dimethylpent-4-en-2-yl) carbamate